O(C)C1=CC=NC=C1 4-methoxyl-pyridine